((4,4-difluorocyclohexyl)(5-(2-methoxy-1-(4,4,4-trifluorobutanamido)ethyl)benzo[d]oxazol-2-yl)methyl)-1-ethyl-1H-pyrazole-5-carboxamide FC1(CCC(CC1)C(C=1OC2=C(N1)C=C(C=C2)C(COC)NC(CCC(F)(F)F)=O)C2=NN(C(=C2)C(=O)N)CC)F